NC1CCC(CC1)N1C2=NC(=NC=C2N=C1NC=1C=C(C#N)C=CC1)NC(C)(C)C 3-(9-((1r,4r)-4-aminocyclohexyl)-2-(tert-butylamino)-9H-purin-8-ylamino)benzonitrile